3-(4-((8-(piperidin-1-yl)octyl)amino)phenyl)piperidine-2,6-dione N1(CCCCC1)CCCCCCCCNC1=CC=C(C=C1)C1C(NC(CC1)=O)=O